BrC=1C(=NC(=CC1)C(=O)OCC[Si](C)(C)C)C(=O)OC 2-methyl 6-(2-(trimethylsilyl)ethyl) 3-bromopyridine-2,6-dicarboxylate